C1OCC2C1CN(C2)C2=C(CN1CCN(CC1)C(=O)N1N=C(C=C1)C(=O)O)C=CC(=C2)C(F)(F)F 1-(4-(2-(tetrahydro-1H-furo[3,4-c]pyrrol-5(3H)-yl)-4-(trifluoromethyl)benzyl)piperazine-1-carbonyl)-1H-pyrazole-3-carboxylic acid